O=C1NC2=C(SC1)C=CC=C2 3-oxo-3,4-dihydro-2H-benzo[b][1,4]thiazine